COC=1C=CC2=C(N=C(S2)C=2C=NC=CC2NC(C)=O)C1 N-(3-(5-methoxybenzo[d]thiazol-2-yl)pyridin-4-yl)acetamide